OC1=CC=C(C=C1)CC(C)C1=CC=C(C=C1)C(C)(C1=CC=C(C=C1)O)C1=CC=C(C=C1)O 1-(4-hydroxyphenyl)-2-[4-(1,1-bis-(4-hydroxyphenyl)ethyl)phenyl]propane